C(C)OC(=O)C=1OC2=C(C1)C=CC(=C2F)SCC2=CC=CC=C2 6-(benzylthio)-7-fluorobenzofuran-2-carboxylic acid ethyl ester